FC=1C=C(C=CC1OC)C=1N=C2N(C(C1)=O)C=C(C=C2)N2C[C@@H]1N(CCC[C@@H]1C2)C 2-(3-Fluoro-4-methoxyphenyl)-7-[(4aR,7aR)-1-methyl-octahydro-6H-pyrrolo[3,4-b]pyridin-6-yl]-4H-pyrido[1,2-a]pyrimidin-4-one